N1(C=CC=C1)C1=CC=C(C=C1)C1=CC2=C(NC(N2)=O)C=C1 5-(4-Pyrrol-1-yl-phenyl)-1,3-dihydro-benzimidazol-2-one